5-(Azetidin-2-ylmethoxy)-2-methyl-N-(1-(quinolin-5-yl)cyclopropyl)benzamide N1C(CC1)COC=1C=CC(=C(C(=O)NC2(CC2)C2=C3C=CC=NC3=CC=C2)C1)C